BrCCC1=C2C(C(NC2=CC=C1)=O)Cl 4-(2-bromoethyl)-3-chloro-1,3-dihydro-2H-indol-2-one